N1C=C(C2=CC=CC=C12)C([C@@H](C)NC(C(C(OC)(F)F)(F)F)=O)=O (R)-N-(1-(1H-indol-3-yl)-1-oxopropan-2-yl)-2,2,3,3-tetrafluoro-3-methoxypropanamide